Tert-butyl N-[6-fluoro-2-[4-(hydroxymethyl)cyclohexyl]indazol-5-yl]carbamate FC=1C(=CC2=CN(N=C2C1)C1CCC(CC1)CO)NC(OC(C)(C)C)=O